4,8-Diphenyl-2-[8-(9-phenylcarbazol-3-yl)dibenzofuran-1-yl]benzofuro[3,2-d]pyrimidin C1(=CC=CC=C1)C=1C2=C(N=C(N1)C1=CC=CC=3OC4=C(C31)C=C(C=C4)C=4C=CC=3N(C1=CC=CC=C1C3C4)C4=CC=CC=C4)C4=C(O2)C=CC(=C4)C4=CC=CC=C4